(2-(diphenylphosphoryl)-1-methylpropyl)diphenylphosphane C1(=CC=CC=C1)P(=O)(C1=CC=CC=C1)C(C(C)P(C1=CC=CC=C1)C1=CC=CC=C1)C